O1CC=CN=CC=C1 [1,5]oxazocine